C1(CC1)OC1=NN(C=C1NC=O)C([2H])([2H])[2H] N-[3-(cyclopropoxy)-1-(methyl-d3)pyrazol-4-yl]formamide